C(C)(C)(C)OC(=O)N1CC2=CC=C(C=C2CC1)C1=NNC(=C1C(C)C)C1=CC(=NC(=C1)C)C.CC=1C=C(C=CC1O)CC(C)C1=CC(=C(C=C1)O)C 1,2-bis(3-methyl-4-hydroxyphenyl)propane tert-butyl-6-(5-(2,6-dimethylpyridin-4-yl)-4-isopropyl-1H-pyrazol-3-yl)-3,4-dihydroisoquinoline-2(1H)-carboxylate